C[C@@](C(=O)O)(CCC)NC(C(F)(F)F)=O (S)-2-methyl-2-(2,2,2-trifluoroacetamido)pentanoic acid